1,2-bis(vinyloxy)ethane C(=C)OCCOC=C